7,4'-dihydroxy-5,3'-dimethoxyflavonol OC1=CC(=C2C(C(=C(OC2=C1)C1=CC(=C(C=C1)O)OC)O)=O)OC